C12(CC3CC(CC(C1)C3)C2)CCN2CCN(CC2)CCCSC2=C3C(N(C(=NC3=CC=C2)C)C2C(NC(CC2)=O)=O)=O 3-(5-((3-(4-(2-((3r,5r,7r)-adamantane-1-yl)ethyl)piperazin-1-yl)propyl)thio)-2-Methyl-4-oxoquinazolin-3(4H)-yl)piperidine-2,6-dione